ClC=1C=C(C=CC1F)[C@@H](NC(=O)N1[C@@H](C(NCC1)=O)C)C12CC(C1)(C2)C(F)(F)F (2R)-N-((S)-(3-chloro-4-fluorophenyl)(3-(trifluoromethyl)bicyclo[1.1.1]pentan-1-yl)methyl)-2-methyl-3-oxopiperazine-1-carboxamide